CC1=C(OC(O1)=O)COC(=O)NC(C(=O)[O-])CCC(C)=O 2-((((5-methyl-2-oxo-1,3-dioxol-4-yl) methoxy) carbonyl) amino)-5-oxohexanoate